N-(2,3-dihydro-1,4-benzoxazin-4-yl)-4-morpholino-8-(2,3-dichlorophenyl)-1,7-naphthyridine-3-carboxamide O1CCN(C2=C1C=CC=C2)NC(=O)C=2C=NC1=C(N=CC=C1C2N2CCOCC2)C2=C(C(=CC=C2)Cl)Cl